2,4,6,8-tetramethylundecanol CC(CO)CC(CC(CC(CCC)C)C)C